FC(C1=NC2=CC=CC=C2C(=C1)N[C@@H]1C[C@@H](CCC1)NC(=O)C1=C2C(=NN1)CCOC2)(F)F N-[(1R,3S)-3-{[2-(trifluoromethyl)quinolin-4-yl]amino}cyclohexyl]-2H,4H,6H,7H-pyrano[4,3-c]pyrazole-3-carboxamide